C(CCCCCCCCCCCCCCC)(=O)OCC(O)CO monoglycerol monohexadecanoate